7-(hydroxymethyl)-7-isopropyl-2-(3-methylmorpholin-4-yl)-5,6-dihydropyrazolo[1,5-a]pyrazin-4-one OCC1(CNC(C=2N1N=C(C2)N2C(COCC2)C)=O)C(C)C